5-(4-(7-methoxy-1H-indazol-3-yl)piperidin-1-yl)-2-morpholinobenzo[d]oxazole COC=1C=CC=C2C(=NNC12)C1CCN(CC1)C=1C=CC2=C(N=C(O2)N2CCOCC2)C1